C1=CC=CC=2C3=CC=CC=C3C(C12)COC(=O)N[C@H](C(=O)O)[C@@H](C)NC(=O)OCC=C (2S,3R)-2-[[(9H-fluoren-9-ylmethoxy)carbonyl]amino]-3-[[(2-propen-1-yloxy)carbonyl]amino]-butanoic acid